FC(C1=NN=C(S1)N1C(N(C2=C1C=CC(=C2)F)CCOC)=O)F 1-[5-(difluoromethyl)-1,3,4-thiadiazol-2-yl]-5-fluoro-3-(2-methoxyethyl)benzimidazol-2-one